O1C(CCCC1)OC=1C=C(C=O)C=CC1OC1OCCCC1 3,4-bis((tetrahydro-2H-pyran-2-yl)oxy)benzaldehyde